2-amino-6-borono-2-(2-(6,7-dimethoxy-3,4-dihydroisoquinolin-2(1H)-yl)ethyl)hexanoic acid NC(C(=O)O)(CCCCB(O)O)CCN1CC2=CC(=C(C=C2CC1)OC)OC